C(#N)C1=C(C=CC(=C1)C(=O)N1CCC2=C(C=CC=C12)C1=CC2=C(N(C(=N2)CC)C)C=C1C(F)(F)F)NC(\C=C\CNC1CCC(CC1)N1CCCC1)=O (E)-N-(2-cyano-4-(4-(2-ethyl-1-methyl-6-(trifluoromethyl)-1H-benzo[d]imidazol-5-yl)indoline-1-carbonyl)phenyl)-4-(((1r,4r)-4-(pyrrolidin-1-yl)cyclohexyl)amino)but-2-enamide